acetyl-3-bromopropane C(C)(=O)CCCBr